[OH-].O[Ti+3].[OH-].[OH-] hydroxyl-titanium hydroxide